CN(C1=CC(=C(C=O)C=C1)OCC(C)C)C 4-(dimethylamino)-2-isobutoxybenzaldehyde